3,5-dimethyl-4-ethyl-2-pyrrolecarboxaldehyde CC1=C(NC(=C1CC)C)C=O